3-tert-butoxy-N-[[4-[6-[4-[4-[5-[(2,6-dioxo-3-piperidyl)amino]-2-pyridyl]-1-piperidyl]butyl]pyrrolo[2,1-f][1,2,4]triazin-4-yl]-2-fluoro-phenyl]methyl]azetidine-1-carboxamide C(C)(C)(C)OC1CN(C1)C(=O)NCC1=C(C=C(C=C1)C1=NC=NN2C1=CC(=C2)CCCCN2CCC(CC2)C2=NC=C(C=C2)NC2C(NC(CC2)=O)=O)F